BrC1=C(C=CC=C1)[C@@H]1CN(CCN1C)C1=NC(=NC(=C1)C(C)C)N (R)-4-(3-(2-bromophenyl)-4-methylpiperazin-1-yl)-6-isopropylpyrimidin-2-amine